C1(CC1)C(=O)C=1C=C2N(N1)[C@@H](C[C@@H]2F)C2=CC=CC=C2 cyclopropyl-[(4S,6S)-4-fluoro-6-phenyl-5,6-dihydro-4H-pyrrolo[1,2-b]pyrazol-2-yl]methanone